COC1=NC=C(C(=N1)OC)C1=CC(=C(N=N1)N)N1N=CC=C1 6-(2,4-dimethoxypyrimidin-5-yl)-4-(1H-pyrazol-1-yl)pyridazin-3-amine